2-methyl-4-piperazin-1-yl-indazole-7-carboxamide CN1N=C2C(=CC=C(C2=C1)N1CCNCC1)C(=O)N